COC(=O)C=1N=NNC1C 5-methyl-1H-1,2,3-triazole-4-carboxylic acid methyl ester